Tert-butyl 9-(2-(tert-butoxy)-2-oxoethoxy)-3-azaspiro[5.5]undecane-3-carboxylate C(C)(C)(C)OC(COC1CCC2(CCN(CC2)C(=O)OC(C)(C)C)CC1)=O